CN1CCN(CC1)C=1OC2=C(N1)C=CC(=C2)N2C(NC(CC2)=O)=O 1-(2-(4-Methylpiperazin-1-yl)benzo[d]oxazol-6-yl)dihydropyrimidine-2,4(1H,3H)-dione